FC(C1=NN(C(=C1)C1=NC(=NO1)C1(CC1)C1=C(C=CC=C1)C)C1CC(C1)(C(=O)O)OC)F (1s,3s)-3-(3-(difluoromethyl)-5-(3-(1-(o-tolyl)cyclopropyl)-1,2,4-oxadiazol-5-yl)-1H-pyrazol-1-yl)-1-methoxycyclobutane-1-carboxylic acid